CN1CCCC2CC3(CCC12)OCCO3 1'-methyloctahydro-1'H-spiro[1,3-dioxolane-2,6'-quinoline]